C(C)(C)(C)OC(=O)N1CCC(CC1)OC=1C=C(C(=O)O)C=CC1 3-((1-(tert-butoxy-carbonyl)piperidin-4-yl)oxy)benzoic acid